OCCOC(=O)C=1OC=CC1.CC=1C=C(OC2=CC=C(C=C2)C=2OC3=CC=C(C=C3C(C2)=O)O)C=C(C1)C 2-(4-(3,5-dimethylphenoxy)phenyl)-6-hydroxy-4H-chromen-4-one mono(2-hydroxyethyl)furancarboxylate